The molecule is a member of the class of thioureas that is the diethyl ester of (1,2-phenylenedicarbamothioyl)biscarbamic acid. A fungicide effective against a broad spectrum of diseases in fruit, vegetables, turf and other crops including eyespot, scab, powdery mildew and grey mould. It has a role as an antifungal drug. It is a member of thioureas, a carbamate ester, a benzimidazole precursor fungicide and a carbamate fungicide. It derives from a 1,2-phenylenediamine. CCOC(=O)NC(=S)NC1=CC=CC=C1NC(=S)NC(=O)OCC